6-methylguanosine 5'-triphosphate P(O)(=O)(OP(=O)(O)OP(=O)(O)O)OC[C@@H]1[C@H]([C@H]([C@@H](O1)N1C=NC=2C(O)(NC(N)=NC12)C)O)O